tert-butyl 5-(((R)-tert-butylsulfinyl) amino)-3-fluoro-5,7-dihydrospiro[cyclopenta[b]pyridine-6,4'-piperidine]-1'-carboxylate C(C)(C)(C)[S@@](=O)NC1C=2C(=NC=C(C2)F)CC12CCN(CC2)C(=O)OC(C)(C)C